CN(C1=C(C2=C(N=C(N=C2)S(=O)(=O)C)N(C1=O)C1=CC=CC=C1)C#C[Si](C(C)C)(C(C)C)C(C)C)C 6-(dimethylamino)-2-methanesulfonyl-8-phenyl-5-[2-(triisopropylsilyl)ethynyl]pyrido[2,3-d]pyrimidin-7-one